N-(2,4-dichloro-6-methyl-benzyl)-7-hydroxy-6,7-di-hydro-5H-cyclopenta[b]pyridine-5-carboxamide ClC1=C(CNC(=O)C2CC(C3=NC=CC=C32)O)C(=CC(=C1)Cl)C